OCC(CC)(CO)CO 1,1,1-trihydroxymethyl-propane